ClC1=CC=CC(=N1)CCCO 3-(6-chloro-2-pyridyl)propan-1-ol